4-(((6-(azetidin-1-yl)pyridin-3-yl)sulfonyl)difluoro-methyl)-N-(pyridazin-4-yl)piperidine N1(CCC1)C1=CC=C(C=N1)S(=O)(=O)C(C1CCN(CC1)C1=CN=NC=C1)(F)F